C(C)(C)(C)OC(=O)N1[C@@H]([C@H]2[C@]3(C(=C([C@@]([C@H]2C1)(C3(OC)OC)Cl)Cl)Cl)Cl)C(=O)O (1S,2S,3S,6R,7R)-4-(tert-butoxycarbonyl)-1,7,8,9-tetrachloro-10,10-dimethoxy-4-azatricyclo[5.2.1.0{2,6}]dec-8-ene-3-carboxylic acid